O=C1N(CC2=C(C=CC=C12)NC1=NC(=NC=C1)N1CC(CC1)N1CCC(CC1)N1N=CC(=C1)C1=NC2=CC=CC=C2N=C1)C1C(NC(CC1)=O)=O 3-(1-oxo-4-((2-(3-(4-(4-(quinoxalin-2-yl)-1H-pyrazol-1-yl)piperidin-1-yl)pyrrolidin-1-yl)pyrimidin-4-yl)amino)isoindolin-2-yl)piperidine-2,6-dione